6-[3-(5-cyano-2-methoxypyridine-3-sulfonamido)-2,6-difluorophenyl]-N-methylimidazo[1,5-a]pyridine-1-carboxamide C(#N)C=1C=C(C(=NC1)OC)S(=O)(=O)NC=1C(=C(C(=CC1)F)C=1C=CC=2N(C1)C=NC2C(=O)NC)F